((benzyloxy)carbonyl)-L-alanine 2-methoxy-2-methylpropyl ester COC(COC([C@@H](NC(=O)OCC1=CC=CC=C1)C)=O)(C)C